Allyl (6aS)-2,6-dimethoxy-3-((3-(2-methoxy-2-oxoethyl)benzyl)oxy)-12-oxo-8-(thiophen-3-yl)-6,6a,7,10-tetrahydrobenzo[e]pyrido[1,2-a][1,4]diazepine-5(12H)-carboxylate COC1=CC2=C(N(C([C@H]3N(C2=O)CC=C(C3)C3=CSC=C3)OC)C(=O)OCC=C)C=C1OCC1=CC(=CC=C1)CC(=O)OC